potassium dithionous acid S(=O)(O)S(=O)O.[K]